tert-butyl N-[2-fluoro-3-({[(2-hydroxy-4-iodophenyl)methyl]amino}methyl)phenyl]carbamate FC1=C(C=CC=C1CNCC1=C(C=C(C=C1)I)O)NC(OC(C)(C)C)=O